5-(((2R,3R,4S,5R-6R)-3,4,5-triacetoxy-6-(acetoxymethyl)tetrahydro-2H-pyran-2-yl)oxy)pentanoic acid C(C)(=O)O[C@H]1[C@@H](O[C@@H]([C@H]([C@@H]1OC(C)=O)OC(C)=O)COC(C)=O)OCCCCC(=O)O